FC(C1(C2=CC(=C(C=C2OC=2C=C(C(=CC12)C(=O)O)C(=O)O)C(=O)O)C(=O)O)C(F)(F)F)(F)F 9,9-bis(trifluoromethyl)-9H-xanthene-2,3,6,7-tetracarboxylic acid